4-(1-methylenepropyl)phenol C=C(CC)C1=CC=C(C=C1)O